COC1=C(C=CC(=N1)C1=CC=C(N=N1)N(C1CC2CCC(C1)N2C(=O)[O-])C)N2N=CC=C2 3-([6-[6-methoxy-5-(pyrazol-1-yl)pyridine-2-yl]pyridazin-3-yl](methyl)amino)-8-azabicyclo[3.2.1]octane-8-carboxylate